nickel cobalt sulfide carbon [C].[Co]=S.[Ni]